FC(OC1=C(C=C(C=C1)SC)C1=NN(C=C1NC(=O)C=1C=NN2C1N=CC=C2)CC(N2CCN(CC2)CC2CCOCC2)=O)F N-[3-[2-(difluoromethoxy)-5-methylsulfanyl-phenyl]-1-[2-oxo-2-[4-(tetrahydropyran-4-ylmethyl)piperazin-1-yl]ethyl]pyrazol-4-yl]pyrazolo[1,5-a]pyrimidine-3-carboxamide